C(C)(=O)NC=1C=C(CN2C3=C(C(=C(C2=O)O)C(=O)O)SC=C3)C=CC1Cl 4-(3-acetamido-4-chlorobenzyl)-6-hydroxy-5-oxo-4,5-dihydrothieno[3,2-b]pyridine-7-carboxylic acid